Bis[4-(vinyloxy) butyl]Adipate C(=C)OCCCCOC(CCCCC(=O)OCCCCOC=C)=O